FC1=C(C=C(C=C1)CC1=NNC(C2=CC=CC=C12)=O)C1=CC2=C(NC(=N2)NC(=O)NCCN2CCOCC2)C=C1 1-(5-(2-fluoro-5-((4-oxo-3,4-dihydrophthalazin-1-yl)methyl)phenyl)-1H-benzimidazol-2-yl)-3-(2-morpholinoethyl)urea